7-nitro-5-cyclopropyl-11-(piperazin-1-yl)-5H-dibenzo[b,e][1,4]diazepine [N+](=O)([O-])C1=CC2=C(N=C(C3=C(N2C2CC2)C=CC=C3)N3CCNCC3)C=C1